COC(=O)C1=C(C(=NN1COCC[Si](C)(C)C)Br)N 4-amino-3-bromo-1-((2-(trimethylsilyl)ethoxy)methyl)-1H-pyrazole-5-carboxylic acid methyl ester